succinimidyl succinate C(CCC(=O)[O-])(=O)ON1C(CCC1=O)=O